C1(=CC=CC=C1)[C@@H](C=CC1=CC=CC=C1)[Si](C)(C)C (R)-(1,3-diphenylprop-2-en-1-yl)trimethylsilane